ClC=1C=CC(=C(C1)C(C(=O)O)C)S(N[C@H](C(=O)OC)C(C)C1=C(C(=CC=C1F)C)C)(=O)=O 2-(5-chloro-2-(N-((2S)-3-(6-fluoro-2,3-dimethylphenyl)-1-methoxy-1-oxobutan-2-yl)sulfamoyl)phenyl)propanoic acid